ClC=1C=CC=2N=C(NC(C2N1)=O)C=1C=C2C(=CN1)SC=C2 6-chloro-2-thieno[2,3-c]pyridin-5-yl-3H-pyrido[3,2-d]pyrimidin-4-one